FC(OC=1C=C(CN2C3=C(O[C@@H](C2=O)C)C=C(C(=C3)F)[N+](=O)[O-])C=CC1)F (R)-4-(3-(difluoromethoxy)benzyl)-6-fluoro-2-methyl-7-nitro-2H-benzo[b][1,4]oxazin-3(4H)-one